6-amino-N-(4-fluoro-3-(trifluoromethyl)phenyl)-2-methylbenzo[d]thiazole-5-carboxamide NC1=CC2=C(N=C(S2)C)C=C1C(=O)NC1=CC(=C(C=C1)F)C(F)(F)F